FC1=CC=C(OC2=C(C=C(C=C2)C(=O)NCC(=O)OC)\C=C/CCCCCC=C)C=C1 methyl 2-{[4-(4-fluorophenoxy)-3-[(1Z)-nona-1,8-dien-1-yl]phenyl]formamido}acetate